trimethyl-aluminium phosphonate P(O)(O)=O.C[Al](C)C